n-heptyl docosanoate C(CCCCCCCCCCCCCCCCCCCCC)(=O)OCCCCCCC